2-[4-(trifluoromethyl)phenoxy]propionic acid FC(C1=CC=C(OC(C(=O)O)C)C=C1)(F)F